BrC=1C(N(C(N(C1)CC(=O)[O-])=O)C)=O (5-bromo-2,4-dioxo-3,4-dihydro-Methyl 2H-pyrimidin-1-yl)-acetate